2-(3,4-Dichlorophenoxy)-N-(3-{2-[(6-methylpyridin-2-yl)methoxy]acetylamino}bicyclo[1.1.1]pentan-1-yl)acetamide ClC=1C=C(OCC(=O)NC23CC(C2)(C3)NC(COCC3=NC(=CC=C3)C)=O)C=CC1Cl